tert-butyl (S)-6-methoxy-8-((tetrahydrofuran-3-yl)amino)-3,4-dihydroisoquinoline-2(1H)-carboxylate COC=1C=C2CCN(CC2=C(C1)N[C@@H]1COCC1)C(=O)OC(C)(C)C